tert-butyl (S)-2-(((S)-1-(benzyloxy)-1-oxo-3,3-diphenylpropan-2-yl)carbamoyl)pyrrolidine-1-carboxylate C(C1=CC=CC=C1)OC([C@H](C(C1=CC=CC=C1)C1=CC=CC=C1)NC(=O)[C@H]1N(CCC1)C(=O)OC(C)(C)C)=O